C12OCC(CC1)(CC2)CO[C@@H]([C@@H](COC2C(CCCC2)C(=O)[O-])N)C 2-((2R,3R)-3-((2-oxabicyclo[2.2.2]octan-4-yl) methoxy)-2-aminobutoxy)cyclohexane-1-carboxylate